2-acetyl-lysine C(C)(=O)[C@](N)(CCCCN)C(=O)O